C(C)N1C[C@H](CC[C@@H]1C(F)(F)F)C12CC(CC(CC1)N2C(=O)C2=NNC(=C2)C2=CC(=NC=C2F)OC)C(=O)N [(3S,6R)-1-ethyl-6-(trifluoromethyl)piperidin-3-yl]-8-[5-(5-fluoro-2-methoxypyridin-4-yl)-1H-pyrazole-3-carbonyl]-8-azabicyclo[3.2.1]octane-3-carboxamide